2-((S)-1-((S)-2-(allyloxy)propoxy)ethyl)-3-bromopyridine C(C=C)O[C@H](CO[C@@H](C)C1=NC=CC=C1Br)C